[Cl-].CC1(CCS(CC1)(=O)=O)[NH3+] 4-methyltetrahydro-2H-thiopyran-4-aminium 1,1-dioxide chloride